ClC1=C(C=CC=C1C1=C(C(=NC=C1)C1=CC=C2C(=CN(C2=C1)C)CNC1CCC(CC1)(F)F)Cl)C1=CC=C(C(=N1)OC)CNC[C@@H]1CCC(N1)=O (S)-5-((((6-(2-chloro-3-(3-chloro-2-(3-(((4,4-difluorocyclohexyl)amino)methyl)-1-methyl-1H-indol-6-yl)pyridin-4-yl)phenyl)-2-methoxypyridin-3-yl)methyl)amino)methyl)pyrrolidin-2-one